FC(C1=C(C=CC(=C1)C(F)(F)F)C=1CCCC2=C(C1C1=CC=C(C=C1)C=C1CN(C1)CCCF)C=CC=C2)(F)F 8-(2,4-Bis(trifluoromethyl)phenyl)-9-(4-((1-(3-fluoropropyl)azetidin-3-yliden)methyl)phenyl)-6,7-dihydro-5H-benzo[7]annulen